CC1=NSC(=C1)N1C(CN([C@H]2CCCC[C@H]12)C(=O)C=1C2=C(NN1)CCC2)=O (4AS,8aS)-1-(3-methylisothiazol-5-yl)-4-(1,4,5,6-tetrahydrocyclopenta[c]pyrazole-3-carbonyl)octahydroquinoxalin-2(1H)-one